CN1CCC(CC1)(C1=NN=C(N1)C1=CC=NC=C1)NC=1C=C(C(=O)NCC2=CC=C(OCCCCCCOCCOCCOCCCCCC(=O)O)C=C2)C=CC1 6-(2-(2-(6-(4-((3-(1-methyl-4-(5-(pyridin-4-yl)-4H-1,2,4-triazol-3-yl)piperidin-4-ylamino)benzamido)methyl)phenoxy)hexyloxy)ethoxy)ethoxy)hexanoic acid